3-(6-aminohexylamino)propyl-trimethoxysilane tert-Butyl-4-cyano-5,6-dihydropyrido[3,4-d]pyrimidine-7(8H)-carboxylate C(C)(C)(C)OC(=O)N1CC=2N=CN=C(C2CC1)C#N.NCCCCCCNCCC[Si](OC)(OC)OC